ClC1=NC(=C2C(=N1)N(N=C2)C)N2CC1(COC1)C2 6-(6-Chloro-1-methyl-pyrazolo[3,4-d]pyrimidin-4-yl)-2-oxa-6-azaspiro[3.3]heptane